FC=1C=C2C=C(C(NC2=CC1)=O)NC1=NC(=NC=C1)NC1=CC(=C(C=C1)OC1CC(C1)N(C)C)OC 6-fluoro-3-(2-{3-methoxy-4-[(1s,3s)-3-(dimethylamino)cyclobutoxy]phenyl-amino}-4-pyrimidinylamino)-1,2-dihydro-2-quinolinone